ClC1=CC=C(C=C1)C=1N=NN(N1)C1CCN(CC1)C(CC1=NON=C1C)=O 1-(4-(5-(4-chlorophenyl)-2H-tetrazol-2-yl)piperidin-1-yl)-2-(4-methyl-1,2,5-oxadiazol-3-yl)ethan-1-one